4-(7-fluoro-1H-indol-2-yl)-5-hydroxy-N-methoxy-2-carbonyl-5-pentyl-2,5-dihydrofuran-3-carboxamide FC=1C=CC=C2C=C(NC12)C1=C(C(OC1(CCCCC)O)=C=O)C(=O)NOC